Acetyl 2,4,6-tri-O-acetyl-3-azido-3-deoxy-1-thio-α-D-galactopyranoside C(C)(=O)O[C@H]1[C@@H](SC(C)=O)O[C@@H]([C@@H]([C@@H]1N=[N+]=[N-])OC(C)=O)COC(C)=O